COC([C@H](C(C)C)CNC(=O)C=1N(C=CC=CC1)C(C1=CC=CC=C1)(C1=CC=CC=C1)C1=CC=CC=C1)=O (R)-3-methyl-2-(((S)-1-tritylazepine-2-carboxamido)methyl)butanoic acid methyl ester